BrC1=NC(=CC=C1[N+](=O)[O-])Br 2,6-dibromo-3-nitro-pyridine